C(C)N1N=CC(=C1)C=1C(=NC=C(C1)F)C1(C=C(C(C(C1)(C)C)=O)C#N)OC 3-[3-(1-ethylpyrazol-4-yl)-5-fluoro-2-pyridyl]-3-methoxy-5,5-dimethyl-6-oxo-cyclohexene-1-carbonitrile